N1C=C(C2=CC=CC=C12)C(CNC(=S)NC1=CC=C(C=C1)F)C1=CNC2=CC=CC=C12 1-(2,2-bis(1H-indol-3-yl)ethyl)-3-(4-fluorophenyl)thiourea